4-prop-2-yl-benzaldehyde CC(C)C1=CC=C(C=O)C=C1